tert-butyl 4-((4-(3-(2,4-dioxotetrahydropyrimidin-1(2H)-yl)-1-methyl-1H-indazol-6-yl)piperidin-1-yl)methyl)-4-hydroxypiperidine-1-carboxylate O=C1N(CCC(N1)=O)C1=NN(C2=CC(=CC=C12)C1CCN(CC1)CC1(CCN(CC1)C(=O)OC(C)(C)C)O)C